ethyl 10-chloro-9-methoxybicyclo[5.4.0]undeca-1(7),8,10-triene-8-carboxylate ClC=1C(=C(C=2CCCCCC2C1)C(=O)OCC)OC